(S)-2,4-dimethyl-3-(4-(2-(1-methyl-1H-pyrazole-5-carboxamido)-3-phenylpropanamido)phenyl)pyridine 1-oxide CC1=[N+](C=CC(=C1C1=CC=C(C=C1)NC([C@H](CC1=CC=CC=C1)NC(=O)C1=CC=NN1C)=O)C)[O-]